BrC1=CC=C(C=C1)[C@H](N1CC(C1)N(S(=O)(=O)C)C1=CC(=CC(=C1)F)F)C1=CC=CC=C1 (R)-N-(1-((4-Bromophenyl)(Phenyl)Methyl)Azetidin-3-Yl)-N-(3,5-Difluorophenyl)Methanesulfonamide